rac-4-(((2S,3R,4R)-1-acetyl-2-cyclopropyl-3-methyl-6-(piperidin-4-yl)-1,2,3,4-tetrahydroquinolin-4-yl)amino)-N-methylbenzamide, formic acid salt C(=O)O.C(C)(=O)N1[C@H]([C@@H]([C@H](C2=CC(=CC=C12)C1CCNCC1)NC1=CC=C(C(=O)NC)C=C1)C)C1CC1 |r|